3aH-4,7-methanoindene C=1C=CC2C3=CC=C(C12)C3